3-fluoro-2-(oxetan-3-yl)pyridine FC=1C(=NC=CC1)C1COC1